3-butyl-3-methyl-7-(methylthio)-1,1-dioxido-5-phenyl-2,3,4,5-tetrahydro-1,5-benzothiazepin-8-yl trifluoromethanesulfonate FC(S(=O)(=O)OC1=CC2=C(N(CC(CS2(=O)=O)(C)CCCC)C2=CC=CC=C2)C=C1SC)(F)F